2-((3-chlorophenyl)amino)thiazole-4-carboxamide ClC=1C=C(C=CC1)NC=1SC=C(N1)C(=O)N